C[C@@H]1COCCN1C=1C2=C(N=C(N1)C1=C3C(=NC=C1)NC=C3)N(C=C2)S(=O)(=O)CCO (R)-2-((4-(3-methylmorpholino)-2-(1H-pyrrolo[2,3-b]pyridin-4-yl)-7H-pyrrolo[2,3-d]pyrimidin-7-yl)sulfonyl)ethanol